5-(4-bromo-2,6-dichloro-phenoxy)-4-cyano-N-(3-hydroxycyclobutyl)-2-methoxy-benzenesulfonamide BrC1=CC(=C(OC=2C(=CC(=C(C2)S(=O)(=O)NC2CC(C2)O)OC)C#N)C(=C1)Cl)Cl